O1CCOC2=C1C=CC(=C2)CN2CCCC21CCN(CC1)C(=O)OC(C(F)(F)F)C(F)(F)F 1,1,1,3,3,3-hexafluoropropan-2-yl 1-(2,3-dihydro-1,4-benzodioxin-6-ylmethyl)-1,8-diazaspiro[4.5]decane-8-carboxylate